C(C)C1=C(C(=CC=C1)CC)N1C(C2(CC1(C)C)CCCCC2)[Ru](=C2C=C(C1=CC=CC=C21)C2=CC=CC=C2)(C2N(C(CC21CCCCC1)(C)C)C1=C(C=CC=C1CC)CC)(Cl)Cl bis(2-(2,6-diethylphenyl)-3,3-dimethyl-2-azaspiro[4.5]dec-1-yl)(3-phenyl-1H-inden-1-ylidene)ruthenium (VI) chloride